FC=1C=C(C=NC1)NC(C(C)(C)C)=O N-(5-fluoropyridin-3-yl)-2,2-dimethylpropionamide